N1=CN=CC=C1 (S)-pyrimidine